(4-fluorophenyl)-3-(4-(4-(2-hydroxypropan-2-yl)-6-(trifluoromethyl)pyridin-3-yl)phenyl)oxetan-3-carboxamide FC1=CC=C(C=C1)C1OCC1(C(=O)N)C1=CC=C(C=C1)C=1C=NC(=CC1C(C)(C)O)C(F)(F)F